C(C=C)OC1=C(C=CC(=C1)F)C(C)N1CCNCC1 1-(1-(2-(allyloxy)-4-fluorophenyl)ethyl)piperazine